rac-tert-butyl(((1R,3S)-2,2-difluoro-3-vinylcyclopropyl)methoxy)dimethylsilane C(C)(C)(C)[Si](C)(C)OC[C@@H]1C([C@H]1C=C)(F)F |r|